COC1=NC(=CC(=C1)N)OC 2,6-dimethoxy-4-pyridineamine